O=C1N(CCC1)C1CCC(CC1)C(=O)OCC ethyl 4-(2-oxopyrrolidin-1-yl)cyclohexanecarboxylate